N-(2-hydroxyethyl)-2,2,3,3-tetramethyl-6-oxopiperidine-4-carboxamide OCCNC(=O)C1C(C(NC(C1)=O)(C)C)(C)C